L-2',3'-dideoxy-5-fluorocytidine FC=1C(=NC(N([C@H]2CC[C@@H](CO)O2)C1)=O)N